tert-butyl 2-[4-[(2,6-dioxo-3-piperidyl)amino]phenyl]-2,7-diazaspiro[3.5]nonane-7-carboxylate O=C1NC(CCC1NC1=CC=C(C=C1)N1CC2(C1)CCN(CC2)C(=O)OC(C)(C)C)=O